ammonium lauryl-sulphonate C(CCCCCCCCCCC)S(=O)(=O)[O-].[NH4+]